trans-aminoindan NC1CCC2=CC=CC=C12